CC1=CC=C(C=C1)S(=O)(=O)OCCCN(C)CC1=CC=CC=C1 [benzyl(methyl)amino]propyl 4-methylbenzenesulfonate